FC1(CCN(CC1)C1=NC(=CC(=N1)C=1N(C(=NN1)C1=C(C=C(C=C1)I)N1CCC2(C=C2)CC1)COCC[Si](C)(C)C)C)F 6-(2-(5-(2-(4,4-difluoropiperidin-1-yl)-6-methylpyrimidin-4-yl)-4-((2-(trimethylsilyl)ethoxy)methyl)-4H-1,2,4-triazol-3-yl)-5-iodophenyl)-6-azaspiro[2.5]octaneN